C(C)(C)C1=NC(=C2N1C=CN=C2N)C2=CC1=CC=CC=C1C=C2 3-isopropyl-1-(naphthalen-2-yl)imidazo[1,5-a]pyrazin-8-amine